COC=1C=C(C=CC1OC)C1=CC=NC=2N1N=C(C2)C(=O)N(C)C2=CC=C(C(=O)O)C=C2 4-(7-(3,4-dimethoxyphenyl)-N-methylpyrazolo[1,5-a]pyrimidine-2-carboxamido)benzoic acid